BrCC1=CC(=C(C(=O)OC)C=C1)I methyl 4-(bromomethyl)-2-iodobenzoate